(3-fluorophenyl)-((5-(4-methoxy-3-methylphenyl)thiophen-2-yl)methyl)furan-2-carboxamide FC=1C=C(C=CC1)C=1C(=C(OC1)C(=O)N)CC=1SC(=CC1)C1=CC(=C(C=C1)OC)C